(S)-2-Methoxy-phenylglycine COC1=C([C@H](N)C(=O)O)C=CC=C1